1-methylpentyl carbamate C(N)(OC(CCCC)C)=O